[(1R,2S,4R)-4-{[5-({5-chloro-4-[(1R)-6-chloro-2,3-dihydro-1H-isoindol-1-yl]-2-thienyl}carbonyl)pyrimidin-4-yl]amino}-2-hydroxycyclopentyl]methyl sulfamate S(N)(OC[C@@H]1[C@H](C[C@@H](C1)NC1=NC=NC=C1C(=O)C=1SC(=C(C1)[C@@H]1NCC2=CC=C(C=C12)Cl)Cl)O)(=O)=O